(6-amino-1H-indazol-5-yl)-(4-fluorophenyl)methanone NC1=C(C=C2C=NNC2=C1)C(=O)C1=CC=C(C=C1)F